3-(2-{[2-(2-methoxyphenyl)pyrimidin-4-yl]methoxy}phenyl)propanoic acid COC1=C(C=CC=C1)C1=NC=CC(=N1)COC1=C(C=CC=C1)CCC(=O)O